[NH4+].FC(C(=O)[O-])(C(C(C(C(C(C(F)(F)F)(F)F)(F)F)(F)F)(F)F)(F)F)F perfluorooctanoic acid, ammonium salt